Methyl 2-hydroxy-5-((2-(3-((2-phenylethyl)sulfonamido)phenyl)pyrimidin-5-yl)methoxy)benzoate OC1=C(C(=O)OC)C=C(C=C1)OCC=1C=NC(=NC1)C1=CC(=CC=C1)NS(=O)(=O)CCC1=CC=CC=C1